3,4-dichloro-octanol ClC(CCO)C(CCCC)Cl